BrC=1C=C2C=CN=C(C2=CC1)N 6-bromoisoquinolin-1-amine